ClC1=C(C(=CC=C1)Cl)N1CC(C1)C1=C(C=C(CN2CC(C2)(C)CC(=O)O)C=C1C)C.BrC1=CC=C(C=C1)N(C(C(=C)C)=O)C N-(4-bromophenyl)-N-methyl-methacrylamide 1-(4-(1-(2,6-dichlorophenyl)azetidin-3-yl)-3,5-dimethylbenzyl)-3-methylazetidin-3-yl-acetate